1,3-dimethyl-2,4,6-trioxo-hexahydro-pyrimidine CN1C(N(C(CC1=O)=O)C)=O